4-(2-(4-chloro-2-fluorophenyl)-2-methylbenzo[d][1,3]dioxol-4-yl)-3-hydroxypiperidine-1-carboxylic acid tert-butyl ester C(C)(C)(C)OC(=O)N1CC(C(CC1)C1=CC=CC=2OC(OC21)(C)C2=C(C=C(C=C2)Cl)F)O